6-chloro-2-(trifluoromethyl)nicotinaldehyde ClC1=NC(=C(C=O)C=C1)C(F)(F)F